4-(5-(4-ethylbenzyl)-2,4-dioxothiazolidin-3-yl)butanoic acid C(C)C1=CC=C(CC2C(N(C(S2)=O)CCCC(=O)O)=O)C=C1